7-Methylsulphonyl-2-phenylimidazo[2,1-b]benzothiazole CS(=O)(=O)C1=CC2=C(N3C(S2)=NC(=C3)C3=CC=CC=C3)C=C1